ClC=1C=C2CC(N(C2=CC1)CC(=O)NCC(C)N1CCCCCC2=C1C=CC=C2)=O 2-(5-chloro-2-oxo-2,3-dihydro-1H-indol-1-yl)-N-[2-(3,4,5,6-tetrahydro-1-benzazocin-1(2H)-yl)propyl]acetamide